FC1=C(C=CC=C1)C1=CN(C=2N=CN=C(C21)N2C1(CC1)CN(CC2)C(C(C)(C)O)=O)C=2C=C(C#N)C=CN2 2-(5-(2-fluorophenyl)-4-(7-(2-hydroxy-2-methylpropanoyl)-4,7-diazaspiro[2.5]octan-4-yl)-7H-pyrrolo[2,3-d]pyrimidin-7-yl)isonicotinonitrile